[Si](C)(C)(C(C)(C)C)OOCC=1C=C(C=CC1)CC#N 2-(3-{[(tert-butyldimethylsilyloxy)oxy]methyl}phenyl)acetonitrile